5-[(E)-2-(1,1-Dimethyl-1H-benzo[e]indol-2-yl)ethenyl]-2-fluorobenzonitrile CC1(C(=NC=2C=CC3=C(C12)C=CC=C3)/C=C/C=3C=CC(=C(C#N)C3)F)C